palladium(II) acetic acid C(C)(=O)O.[Pd+2]